N3-(2-(diethylamino)ethyl)-1H-indazole-3,6-diamine C(C)N(CCNC1=NNC2=CC(=CC=C12)N)CC